2-(4-(2-((6-(trifluoromethyl)quinoxalin-2-yl)amino)-1H-benzo[d]imidazol-6-yl)piperidin-1-yl)ethan-1-ol FC(C=1C=C2N=CC(=NC2=CC1)NC1=NC2=C(N1)C=C(C=C2)C2CCN(CC2)CCO)(F)F